N-(cis-2-((2',3'-difluorobiphenyl-3-yl)methyl)-1-isobutyrylpyrrolidin-3-yl)methanesulfonamide FC1=C(C=CC=C1F)C1=CC(=CC=C1)C[C@@H]1N(CC[C@@H]1NS(=O)(=O)C)C(C(C)C)=O